CNC(C([C@H](C[C@H]1C(NCC1)=O)NC(C1=C(C=CC(=C1)C(F)(F)F)NC(=O)C1(CC1)C(F)(F)F)=O)=O)=O N-[(1S)-3-(methylamino)-2,3-dioxo-1-[[(3S)-2-oxopyrrolidin-3-yl]methyl]propyl]-5-(trifluoromethyl)-2-[[1-(trifluoromethyl)cyclopropane-carbonyl]amino]benzamide